C(#N)C=1C(=CC(=C(C1)N1CCN(CC1)C(=O)OCC1=CC=CC=C1)F)NC1C(NC(CC1)=O)=O benzyl 4-(5-cyano-4-((2,6-dioxopiperidin-3-yl)amino)-2-fluorophenyl)piperazine-1-carboxylate